CC1CCC(=NC1)C=1C=NC=NC1 5-(5-methyl-3,4,5,6-tetrahydropyridin-2-yl)Pyrimidine